5-((3aS,4S,6aR)-2-oxohexahydro-1H-thieno[3,4-d]imidazol-4-yl)pentanoic acid O=C1N[C@H]2[C@@H](N1)CS[C@H]2CCCCC(=O)O